2-((1r,2s)-1-(2-chlorophenyl)-1-(3,6-dimethylpyrazin-2-yl)propan-2-yl)-5-hydroxy-N-(isoxazol-4-yl)-1-methyl-6-oxo-1,6-dihydropyrimidine-4-carboxamide ClC1=C(C=CC=C1)[C@@H]([C@H](C)C=1N(C(C(=C(N1)C(=O)NC=1C=NOC1)O)=O)C)C1=NC(=CN=C1C)C